FC(C(=O)O)(F)F.N1CCC(CC1)C=1C=NC=CC1 3-(piperidin-4-yl)pyridine trifluoroacetate